(S)-1-(1-chloropropane-2-yl)pyrrolidine hydrochloride Cl.ClC[C@H](C)N1CCCC1